NC=1C(N(N=C(C1N(C)C)C1=CC=CC=C1)C1=CC(=CC=C1)O)=O 4-amino-5-(dimethylamino)-2-(3-hydroxyphenyl)-6-phenylpyridazin-3(2H)-one